2,6-Diamino-4-phenyltriazine C1=CC=C(C=C1)C2=CC(=NN(N2)N)N